ClC1=C(C=2N=C(N=C(C2C=N1)N1C[C@H]2CC[C@@H](C1)N2C(=O)OC(C)(C)C)OCC2(CC2)CO)F tert-Butyl (1R,5S)-3-(7-chloro-8-fluoro-2-((1-(hydroxymethyl)cyclopropyl)methoxy)pyrido[4,3-d]pyrimidine-4-yl)-3,8-diazabicyclo[3.2.1]octane-8-carboxylate